C1(CC1)C1=C(CN2CC3(C2)CN(C(C3)=O)C3=C(C(=O)O)C=CC=C3)C=C(C(=C1)C)OCC (2-(2-cyclopropyl-5-ethoxy-4-methylbenzyl)-7-oxo-2,6-diazaspiro[3.4]octane-6-yl)benzoic acid